1-cyclopropyl-N-(5-((6,7-dimethoxyquinolin-4-yl)oxy)pyrimidin-2-yl)-5-(4-fluorophenyl)-4-oxo-1,4-dihydropyridine-3-carboxamide C1(CC1)N1C=C(C(C(=C1)C1=CC=C(C=C1)F)=O)C(=O)NC1=NC=C(C=N1)OC1=CC=NC2=CC(=C(C=C12)OC)OC